N-hydroxysuccinimide methacrylate C(C(=C)C)(=O)O.ON1C(CCC1=O)=O